FC1=C(C=CC(=C1)C=1C=NC(=CC1OCC(C)C)OCC1=CC=C(C=C1)OC)CC(=O)OC methyl 2-(2-fluoro-4-(4-isobutoxy-6-((4-methoxybenzyl)oxy)pyridin-3-yl)phenyl)acetate